methionyl-butoxide N[C@@H](CCSC)C(=O)C([O-])CCC